CC=1N(C(C=2N=C(N=C(C2N1)C1CCN(CC1)C(=O)OC(C)(C)C)N1CC(OCC1)C=1C=NN(C1)C)=O)C tert-butyl 4-{6,7-dimethyl-2-[2-(1-methyl-1H-pyrazol-4-yl)morpholin-4-yl]-8-oxo-7H,8H-[1,3]diazino[5,4-d]pyrimidin-4-yl}piperidine-1-carboxylate